[N+](=O)([O-])C=1C=C(C=CC1NCC1CCOCC1)S(=O)(=O)NC(C1=C(C=CC=C1)OC=1C=C2C(=NC1)NC=C2)=O N-[3-nitro-4-(tetrahydropyran-4-ylmethylamino)phenyl]sulfonyl-2-(1H-pyrrolo[2,3-b]pyridin-5-yloxy)benzamide